C(#N)N1C[C@H](CC1)C(=O)NC=1SC(=CN1)N1CC2=CC=CC=C2C1 (S)-1-cyano-N-(5-(isoindolin-2-yl)thiazol-2-yl)pyrrolidine-3-carboxamide